N'-acetyl-4,6-dichloropyrimidine-5-carbohydrazide C(C)(=O)NNC(=O)C=1C(=NC=NC1Cl)Cl